(2-(3-((6-amino-8-bromo-2-fluoro-9H-purin-9-yl)methyl)phenethoxy)pyridin-4-yl)methanol NC1=C2N=C(N(C2=NC(=N1)F)CC=1C=C(CCOC2=NC=CC(=C2)CO)C=CC1)Br